C1(=CC=CC=C1)C(C=C)(C1=CC=CC=C1)C1=CC=CC=C1 1,1,1-triphenyl-2-propene